(S)-1-((2S,4R)-2-(benzo[d]thiazol-2-yl)-4-hydroxypyrrolidin-1-yl)-2-(4-(5-chlorothien-2-yl)-1H-1,2,3-triazol-1-yl)-3-methylbutan-1-one S1C(=NC2=C1C=CC=C2)[C@H]2N(C[C@@H](C2)O)C([C@H](C(C)C)N2N=NC(=C2)C=2SC(=CC2)Cl)=O